(4,5,6,7-tetrahydro-1H-pyrazolo[4,3-c]Pyridin-3-yl)methanone N1N=C(C=2CNCCC21)C=O